1-[1-(6-methylpyridin-2-yl)-1H,2H,3H,4H,9H-pyrido[3,4-b]indol-2-yl]-4-phenylbutane-1,2-dione CC1=CC=CC(=N1)C1N(CCC2=C1NC1=CC=CC=C21)C(C(CCC2=CC=CC=C2)=O)=O